C(C)(C)OC(=O)N1CCN(CC1)C=1SC(=CN1)C1=C(C=C(C=C1)NC(C)=O)S(NC(C)(C)C)(=O)=O 4-[5-[4-acetylamino-2-(tert-butylsulfamoyl)phenyl]Thiazol-2-yl]Piperazine-1-Formic acid isopropyl ester